1-(4-(3-((1-(2-ethoxyethyl)-1H-pyrazol-4-yl)amino)-1H-pyrazol-5-yl)phenyl)imidazolidin-2-one C(C)OCCN1N=CC(=C1)NC1=NNC(=C1)C1=CC=C(C=C1)N1C(NCC1)=O